1-(4-(3-Bromo-4-(isopropylamino)-5-nitro-1-(phenylsulfonyl)-1H-pyrrolo[2,3-b]pyridin-2-yl)-1H-pyrazol-1-yl)-2-methylpropan-2-ol BrC1=C(N(C2=NC=C(C(=C21)NC(C)C)[N+](=O)[O-])S(=O)(=O)C2=CC=CC=C2)C=2C=NN(C2)CC(C)(O)C